BrC1=CC=C2C(=NC(=NC2=C1F)OC[C@]12CCCN2C[C@@H](C1)F)N1CC=2N(CCC1)N=C(C2C)C(=O)N(C)C 5-(7-bromo-8-fluoro-2-(((2R,7aS)-2-fluorohexahydro-1H-pyrrolizin-7a-yl)methoxy)quinazolin-4-yl)-N,N,3-trimethyl-5,6,7,8-tetrahydro-4H-pyrazolo[1,5-a][1,4]diazepine-2-carboxamide